N-(4-{1-[(2,4-dimethoxyphenyl)carbonyl]piperidin-4-yl}butyl)-1H-pyrrolo[3,2-c]pyridine-2-carboxamide COC1=C(C=CC(=C1)OC)C(=O)N1CCC(CC1)CCCCNC(=O)C1=CC=2C=NC=CC2N1